Cl.N1CCC(CC1)C1=CC=C(C=C1)NC1C(NC(CC1)=O)=O 3-((4-(piperidin-4-yl)phenyl)amino)piperidine-2,6-dione HCl salt